ClC=1C=C(C=CC1)N1CCN(CC1)C(CCC(=O)C=1C=C(C=CC1)C)=O 1-[4-(3-chlorophenyl)piperazin-1-yl]-4-(m-tolyl)butane-1,4-dione